N1CC(C1)OC1=CC=C2CN(C(C2=C1)=O)C1C(NC(CC1)=O)=O 3-[6-(azetidin-3-yloxy)-1-oxo-3H-isoindol-2-yl]piperidine-2,6-dione